sodium piperazine dimethyl-phosphonate COP(OC)=O.N1CCNCC1.[Na]